[N+](#[C-])C1=CC=C(C(=O)OCC(=O)NC2=CC=CC3=CC=CC=C23)C=C1 2-(naphthalen-1-ylamino)-2-oxoethyl 4-isocyanobenzoate